[Br-].[NH4+].C1(=CC=CC=C1)N1N=C(N=N1)C1=CC=CC=C1 2,5-diphenyltetrazole ammonium bromide